C1(CCC1)CNCC=1C=CC=2N(C1)C=C(N2)CNC(=O)C=2C=C1C(=NC2)NC=N1 N-[(6-{[(cyclobutylmethyl)amino]methyl}imidazo[1,2-a]pyridin-2-yl)methyl]-3H-imidazo[4,5-b]pyridine-6-carboxamide